[(S)-2-methylpropane-2-sulfinyl]amino-7-azaspiro[3.5]nonane-7-carboxylate CC(C)(C)[S@](=O)NC1CCC12CCN(CC2)C(=O)[O-]